(R)-3-(5-(3-(((1R,3S)-3-(trifluoromethyl)cyclohexyl)amino)pyridin-2-yl)-1,3,4-oxadiazol-2-yl)-3-vinylpyrrolidin-2-one FC([C@@H]1C[C@@H](CCC1)NC=1C(=NC=CC1)C1=NN=C(O1)[C@]1(C(NCC1)=O)C=C)(F)F